C(C)(C)(C)OC(NCCCOC=1C=C2C(=CC=NC2=CC1)C(NCC(=O)N1[C@@H](CCC1)C#N)=O)=O tert-Butyl-(S)-(3-((4-((2-(2-cyanopyrrolidin-1-yl)-2-oxoethyl)carbamoyl)quinolin-6-yl)oxy)propyl)carbamate